ClC1=CC=C(C(=N1)C1=CN(C(C=C1)=O)C)NC(C)C=1C=2C3=C(N(C(C2C=C(C1)C)=O)CC(F)F)N(N=C3)CC 9-(1-((6-chloro-1'-methyl-6'-oxo-1',6'-dihydro-[2,3'-bipyridin]-3-yl)amino)ethyl)-4-(2,2-difluoroethyl)-3-ethyl-7-methyl-3,4-dihydro-5H-pyrazolo[3,4-c]isoquinolin-5-one